(R)-6-(1-amino-8-azaspiro[4.5]decan-8-yl)-N-(6-(o-tolyl)-5-(trifluoromethyl)pyridin-2-yl)pyridine-2-sulfonamide N[C@@H]1CCCC12CCN(CC2)C2=CC=CC(=N2)S(=O)(=O)NC2=NC(=C(C=C2)C(F)(F)F)C2=C(C=CC=C2)C